4-((2-(((4-(Aminomethyl)pyridin-2-yl)oxy)methyl)-4-(2-fluorophenyl)pyrrolidin-1-yl)sulfonyl)thiomorpholine 1,1-dioxide 2,2,2-trifluoroacetate FC(C(=O)O)(F)F.NCC1=CC(=NC=C1)OCC1N(CC(C1)C1=C(C=CC=C1)F)S(=O)(=O)N1CCS(CC1)(=O)=O